2-cyclopentyl-3-(2,6-dimethoxyphenyl)-5-{[4-(5-fluoro-2-oxo-1,2-dihydropyridin-1-yl)phenyl]methyl}-6-hydroxy-3,4-dihydropyrimidin-4-one C1(CCCC1)C1=NC(=C(C(N1C1=C(C=CC=C1OC)OC)=O)CC1=CC=C(C=C1)N1C(C=CC(=C1)F)=O)O